CN1C(=NN=C1)C[C@H](C)C1=CC(=NC(=C1)N1C(C2=CC=CC(=C2C1)C(F)(F)F)=O)NS(=O)(=O)C N-[4-[(2S)-1-(4-methyl-1,2,4-triazol-3-yl)propan-2-yl]-6-[1-oxo-4-(trifluoromethyl)-3H-isoindol-2-yl]pyridin-2-yl]methanesulfonamide